FC=1C(=NC=CC1)C1(CCC1)CNC1=NC=C(C=N1)C(=O)NCC(=O)OC methyl 2-{[2-({[(3-fluoro-2-pyridyl)cyclobutyl]methyl}amino) pyrimidin-5-yl]carbonylamino}acetate